BrC1=CC2=C(N=CN=C2N2CC(OC(C2)C)C)S1 4-(6-bromothieno[2,3-d]pyrimidin-4-yl)-2,6-dimethylmorpholine